FCCCN1C[C@H](CC1)OC1=CC=C(C=C1)C=1C=2C=CC(=CC2CCC1C1=CC=C(C=C1)O)O 5-[4-[(3S)-1-(3-fluoropropyl)pyrrolidin-3-yl]oxyphenyl]-6-(4-hydroxyphenyl)-7,8-dihydronaphthalen-2-ol